N[C@H]1CS(C2=C(N(C1=O)CC1=CC=C(C=C1)Cl)C=C(C(=C2)F)C=2OC(=NN2)C2=C(C=CC=C2C)F)(=O)=O (3R)-3-amino-5-[(4-chlorophenyl)methyl]-8-fluoro-7-[5-(2-fluoro-6-methyl-phenyl)-1,3,4-oxadiazol-2-yl]-1,1-dioxo-2,3-dihydro-1λ6,5-benzothiazepin-4-one